(S)-2-(3-((1,2-dimethyl-6-((1-(3-(trifluoromethoxy)phenyl)ethyl)carbamoyl)-1H-indol-3-yl)methyl)phenoxy)-2-methylpropanoic acid CN1C(=C(C2=CC=C(C=C12)C(N[C@@H](C)C1=CC(=CC=C1)OC(F)(F)F)=O)CC=1C=C(OC(C(=O)O)(C)C)C=CC1)C